CN(C)CC1=CNC2=C(C=CC=C12)C N,N-dimethyl-1-(7-methyl-1H-indol-3-yl)methylamine